2-methyl-3-(2-phenethyl-1,3-dioxolan-4-yl)-1-phenylpropan-1-ol CC(C(O)C1=CC=CC=C1)CC1OC(OC1)CCC1=CC=CC=C1